COC=1C=C(C=CC1)C1=CC(=CS1)C(=O)O 5-(3-methoxyphenyl)thiophene-3-carboxylic acid